C1=CC=CC=2C3=CC=CC=C3C(C12)COC(=O)NC(CC(=O)NCCNC(=O)OCC1=CC=CC=C1)S(=O)(=O)[O-] ((((9H-fluoren-9-yl) methoxy) carbonyl) amino)-3-((2-(((benzyloxy) carbonyl) amino) ethyl) amino)-3-oxopropane-1-sulfonate